BrC1=C(C2=CC=CC(=C2C(=C1)Br)C[2H])N 2,4-dibromo-5-deuteromethylnaphthalene-1-amine